CC1(CC1)C1=CC2=NC(=CC=C2O1)C(=O)OC methyl 2-(1-methylcyclopropyl)furo[3,2-b]pyridine-5-carboxylate